Lithium phenyl-2,4,6-trimethylbenzoylphosphinate C1(=CC=CC=C1)P([O-])(=O)C(C1=C(C=C(C=C1C)C)C)=O.[Li+]